FC(C=1C=C(C=C(C1)C(F)(F)F)C1=CC=CC=2N(C(NC21)=O)C2CCN(CC2)C(=O)NC2=CC(=C(C=C2)Cl)Cl)(F)F 4-{4-[3,5-Bis(trifluoromethyl)phenyl]-2-oxo-2,3-dihydro-1H-1,3-benzodiazol-1-yl}-N-(3,4-dichlorophenyl)piperidine-1-carboxamide